Benzyl 2-[2-[(2R,3R,4R,5R,6R)-3-acetamido-4,5-diacetoxy-6-(acetoxymethyl)tetra-hydro-pyran-2-yl]oxyethoxy]acetate C(C)(=O)N[C@H]1[C@@H](O[C@@H]([C@@H]([C@@H]1OC(C)=O)OC(C)=O)COC(C)=O)OCCOCC(=O)OCC1=CC=CC=C1